4-({[1-(furan-2-carbonyl)-3-[3-methyl-1-(pyrrolidine-1-carbonyl)piperazin-2-yl]-1H-pyrazol-5-yl]oxy}methyl)benzene-1-carboximidamide O1C(=CC=C1)C(=O)N1N=C(C=C1OCC1=CC=C(C=C1)C(N)=N)C1N(CCNC1C)C(=O)N1CCCC1